ClC1=CC=C2C(=NN(C2=C1)C=1C=NC(=CC1)OC)C(C)N1N=C(C=2C1=NC=NC2N)C (1-(6-chloro-1-(6-methoxypyridin-3-yl)-1H-indazol-3-yl)ethyl)-3-methyl-1H-pyrazolo[3,4-d]pyrimidin-4-amine